N1[C@@H](CCC1)C(C1=CNC=2C=CC=C(C12)O)([2H])[2H] (S)-3-(pyrrolidin-2-ylmethyl-d2)-1H-indol-4-ol